8-(3-(1-methylcyclopentyloxycarbonyl)phenyl)-tetracyclo[4.4.0.12,5.17,10]-3-dodecene CC1(CCCC1)OC(=O)C=1C=C(C=CC1)C1C2C3C4C=CC(C3C(C1)C2)C4